N-ethyl-2-(5-methoxy-6-methyl-1H-indol-3-yl)-N-methylethan-1-amine C(C)N(CCC1=CNC2=CC(=C(C=C12)OC)C)C